ClC1=C(C=CC=C1N1N=C2CN(CCC2=C1)CC)C1=C(C(=CC=C1)C=1OC2=C(N1)C=C(C=C2C#N)CN2C[C@@H](CC2)C(=O)O)C (R)-1-((2-(2'-chloro-3'-(6-ethyl-4,5,6,7-tetrahydro-2H-pyrazolo[3,4-c]pyridin-2-yl)-2-methylbiphenyl-3-yl)-7-cyanobenzo[d]oxazol-5-yl)methyl)pyrrolidine-3-carboxylic acid